BrC=1C(=CC(=C(C1)S(=O)(=O)Cl)F)Cl 5-bromo-4-chloro-2-fluorobenzenesulfonyl chloride